5-methyl-5,6,7,8-tetrahydronaphthalen-2-ol CC1C=2C=CC(=CC2CCC1)O